(2-methoxy-4-(4-(4-methylpiperazin-1-yl)piperidin-1-yl)phenyl)pyrimidine-2,4-diamine COC1=C(C=CC(=C1)N1CCC(CC1)N1CCN(CC1)C)C=1C(=NC(=NC1)N)N